C(=C)[Si](OCCOC)(OCCOC)OCCOC Vinyl-tris(2-methoxyethoxy)silane